3-[(3-chloro-2-methylphenyl)amino]-2-(3-{[(2S)-1-(prop-2-enoyl)pyrrolidin-2-yl]methoxy}pyridin-4-yl)-1H,5H,6H,7H-pyrrolo[3,2-c]pyridin-4-one ClC=1C(=C(C=CC1)NC1=C(NC2=C1C(NCC2)=O)C2=C(C=NC=C2)OC[C@H]2N(CCC2)C(C=C)=O)C